(S)-2'-(methylthio)-3,4,5',8'-tetrahydro-1H,6'H-spiro[naphthalene-2,7'-quinazolin]-4'-ol CSC1=NC=2C[C@@]3(CCC2C(=N1)O)CC1=CC=CC=C1CC3